cyclopropyl 4-(6-(1-cyclopropyl-1H-pyrazol-4-yl)pyrazolo[1,5-a]pyridin-3-yl)piperidine-1-carboxylate C1(CC1)N1N=CC(=C1)C=1C=CC=2N(C1)N=CC2C2CCN(CC2)C(=O)OC2CC2